NC=1C=2N(C=CN1)C(=NC2Br)N2CCC1(CCOC1=O)CC2 8-(8-amino-1-bromoimidazo[1,5-a]pyrazin-3-yl)-2-oxa-8-azaspiro[4.5]decan-1-one